C[Si](C)(C)C#CC1=CC=C(CN2CCC(CC2)C(=O)OC)C=C1 methyl 1-(4-((trimethylsilyl)ethynyl)benzyl)piperidin-4-carboxylate